3-((2-bromopyridin-4-yl)oxy)piperidine-2,6-dione BrC1=NC=CC(=C1)OC1C(NC(CC1)=O)=O